2-(3,5-Dichloro-4-((1-oxo-1,2-dihydroisoquinolin-6-yl)oxy)-phenyl)-3,5-diOxo-2,3,4,5-tetrahydro-1,2,4-triazine-6-carbonitrile ClC=1C=C(C=C(C1OC=1C=C2C=CNC(C2=CC1)=O)Cl)N1N=C(C(NC1=O)=O)C#N